OC1(CC1)COCC1=CC=2N(C=C1)C(=CN2)C(=O)O 7-[(1-Hydroxycyclopropyl)methoxymethyl]imidazo[1,2-a]pyridine-3-carboxylic acid